CC1=CC=NC(=C1)C1=NN(C=C1)C 4-methyl-6-(1-methyl-1H-pyrazol-3-yl)pyridine